C(C1=CC=CC=C1)N(CC(O)C=1C=NN(C1)CC1=CC=CC=C1)CCO 2-[benzyl(2-hydroxyethyl)amino]-1-(1-benzyl-1H-pyrazol-4-yl)ethan-1-ol